CC1=NC(=NC(=C1)N1CCC(CC1)NCC1=CC(=CC=C1)N1CCCC1)NCCOCCOCCOCCNC(OC(C)(C)C)=O tert-Butyl (2-(2-(2-(2-((4-methyl-6-(4-((3-(pyrrolidin-1-yl)benzyl)amino)piperidin-1-yl)pyrimidin-2-yl)amino)ethoxy)ethoxy)ethoxy)ethyl)carbamate